FC=1C=C2C(N(C(=NC2=CC1)NC1=CC=C(C=C1)CN(C)CCOC)C1=CC=CC=C1)=O 6-fluoro-2-(4-{[(2-methoxyethyl)(methyl)amino]methyl}anilino)-3-phenylquinazolin-4(3H)-one